C1(CC1)C1=C(C=C2CN(C(C2=C1)=O)C1CCN(CC1)C(=O)OC(C)(C)C)[N+](=O)[O-] tert-butyl 4-(6-cyclopropyl-5-nitro-1-oxo-isoindolin-2-yl)piperidine-1-carboxylate